2-[(8-hydroxy-1-methyl-6-nitro-2-oxo-3-quinolyl)oxy]-N-methyl-acetamide OC=1C=C(C=C2C=C(C(N(C12)C)=O)OCC(=O)NC)[N+](=O)[O-]